CC1=C(C=CC(=C1)[N+](=O)[O-])S(=O)(=N)CCCNC(OC(C)(C)C)=O tert-butyl (3-(2-methyl-4-nitrophenylsulfonimidoyl)propyl)carbamate